dibromopyridine nitrogen [N].BrC=1C(=NC=CC1)Br